O=C1NC(CCC1C1=NN(C2=CC(=CC=C12)NC1CCN(C2(CCC2)C1)C(=O)OC(C)(C)C)C)=O tert-butyl 8-[[3-(2,6-dioxo-3-piperidinyl)-1-methyl-indazol-6-yl] amino]-5-azaspiro[3.5]nonane-5-carboxylate